ethoxy-5-[(2R)-2-ethyl-4-[2-(trifluoromethyl)bicyclo[2.2.1]heptane-2-carbonyl]piperazin-1-yl]-N-[(1-methylazetidin-3-yl)methyl]-[2,3'-bipyridine]-6-carboxamide C(C)OC=1C(=NC(=C(C1)N1[C@@H](CN(CC1)C(=O)C1(C2CCC(C1)C2)C(F)(F)F)CC)C(=O)NCC2CN(C2)C)C=2C=NC=CC2